4-nitrophenyl 5-((diethoxyphosphoryl)difluoromethyl)-1H-indole-2-carboxylate C(C)OP(=O)(OCC)C(C=1C=C2C=C(NC2=CC1)C(=O)OC1=CC=C(C=C1)[N+](=O)[O-])(F)F